4-(azidomethyl)benzene-1-carboxamide N(=[N+]=[N-])CC1=CC=C(C=C1)C(=O)N